Cl.CC=1C=C2CC(N(C2=CC1)C=1C=C(C=CC1)C[C@H](C(=O)O)[C@@H]1CNCC1)=O (2S)-3-[3-(5-Methyl-2-oxo-indolin-1-yl)phenyl]-2-[(3R)-pyrrolidin-3-yl]propanoic acid hydrochloride